N-(5-(2-(2,2-dimethylpyrrolidin-1-yl)acetamido)-2-methylpyridin-3-yl)-2-(5-methoxy-1-methyl-1H-pyrazol-4-yl)-1H-pyrrolo[2,3-b]pyridine-5-carboxamide CC1(N(CCC1)CC(=O)NC=1C=C(C(=NC1)C)NC(=O)C=1C=C2C(=NC1)NC(=C2)C=2C=NN(C2OC)C)C